O=C(CCC(=O)O)CC 4-OXOHEXANOIC ACID